NC(C(CN)O)O 1,3-diamino-2-hydroxypropanol